(2R,4R)-1-(3-chloro-2-fluorobenzyl)-2-ethyl-4-((3-fluoro-6-((5-methyl-1H-pyrazol-3-yl)amino)-4-(trifluoromethyl)pyridin-2-yl)-methyl)piperidine-4-carboxylic acid ClC=1C(=C(CN2[C@@H](C[C@@](CC2)(C(=O)O)CC2=NC(=CC(=C2F)C(F)(F)F)NC2=NNC(=C2)C)CC)C=CC1)F